C12C3C4C(CC(C3C(C=C1)C2)C4)C#N tetracyclo[6.2.1.13,6.02,7]dodec-9-ene-4-carbonitrile